BrC=1C(=C(C=C(C1)Cl)[C@@H]1CN(C[C@H](N1)C)C(=O)OC(C)(C)C)F trans-tertbutyl 3-(3-bromo-5-chloro-2-fluorophenyl)-5-methylpiperazine-1-carboxylate